1-(((3S)-1-((3-(3-chlorophenyl)-1-azetidinyl)sulfonyl)-3-piperidinyl)carbonyl)-N-(4-(trifluoromethyl)benzyl)-D-prolinamide ClC=1C=C(C=CC1)C1CN(C1)S(=O)(=O)N1C[C@H](CCC1)C(=O)N1[C@H](CCC1)C(=O)NCC1=CC=C(C=C1)C(F)(F)F